C(CC(C)C)OC(C=C)=O i-Amylacrylat